N,N-diethyl-2-(6-nitro-4-oxo-3(4H)-quinazolinyl)acetamide C(C)N(C(CN1C=NC2=CC=C(C=C2C1=O)[N+](=O)[O-])=O)CC